CC1=C(C=CC=C1C)C(C)(O)C=1N=CNC1 1-(2,3-dimethylphenyl)-1-(1H-imidazol-4-yl)-ethan-1-ol